C(C)(=O)OCC=1C(=NC=CC1B(O)O)N1C(C=2N(CC1)C1=C(C2)CC(C1)(C)C)=O (3-(acetoxymethyl)-2-(7,7-dimethyl-1-oxo-3,4,7,8-tetrahydro-1H-cyclopenta[4,5]pyrrolo[1,2-a]pyrazin-2(6H)-yl)pyridin-4-yl)boronic acid